ClC1=C(C=CC(=C1I)F)N(C(O)=O)S(=O)(=O)N1CC(C1)F (2-chloro-4-fluoro-3-iodophenyl)((3-fluoroazetidin-1-yl)sulfonyl)carbamic acid